NNC(=O)NN carbazide